CN1N=C2C(CN(C=3C(=CC=CC23)NC2=CC(=NC=C2C(=O)NC)NC2=NC=C(C=C2)F)C)=C1 4-((2,5-dimethyl-4,5-dihydro-2H-pyrazolo[4,3-c]quinolin-6-yl)amino)-6-((5-fluoropyridin-2-yl)amino)-N-methylnicotinamide